(S)-2-((4-(6-((1-(difluoromethyl)-1H-indazol-6-yl)methoxy)pyridin-2-yl)piperidin-1-yl)methyl)-1-(oxetan-2-ylmethyl)-1H-benzo[d]imidazole-6-carboxylic acid FC(N1N=CC2=CC=C(C=C12)COC1=CC=CC(=N1)C1CCN(CC1)CC1=NC2=C(N1C[C@H]1OCC1)C=C(C=C2)C(=O)O)F